4-(6-Amino-4-((1R,5S)-3,8-diazabicyclo[3.2.1]octan-3-yl)-8-fluoro-2-(((2R,7aS)-2-fluorotetrahydro-1H-pyrrolizin-7a(5H)-yl)methoxy)quinazolin-7-yl)-5-ethyl-6-fluoronaphthalen-2-ol NC=1C=C2C(=NC(=NC2=C(C1C1=CC(=CC2=CC=C(C(=C12)CC)F)O)F)OC[C@]12CCCN2C[C@@H](C1)F)N1C[C@H]2CC[C@@H](C1)N2